C(CC1=CC=CC=C1)[Si](O)(O)O Phenethyl-Silantriol